C(C)OC(=O)C=1N=NN(C1C)CC(C)(C)N1CCN(CC1)C(=O)OC(C)(C)C tert-Butyl 4-[2-(4-ethoxycarbonyl-5-methyl-triazol-1-yl)-1,1-dimethyl-ethyl]piperazine-1-carboxylate